C(CCC)C1CCCC2=C(N(C3=C(C=CC=C23)C(=O)O)CC2=C(C=CC=C2)C#N)C1 7-butyl-5-[(2-cyanophenyl)methyl]-5H,6H,7H,8H,9H,10H-cyclohepta[b]indole-4-carboxylic acid